methyl 3-((2-(4-((1r,4r)-4-hydroxy-4-(5-(pyrimidin-2-yl)pyridin-2-yl)cyclohexyl)hexahydropyrrolo[3,2-b]pyrrol-1(2H)-yl)-2-oxoethyl)carbamoyl)benzoate OC1(CCC(CC1)N1CCC2N(CCC21)C(CNC(=O)C=2C=C(C(=O)OC)C=CC2)=O)C2=NC=C(C=C2)C2=NC=CC=N2